N1N=NN=C1CC=1C=C(C=CC1)C=1C(=NC=CC1OC1=C(N=C(S1)C)C1=NC(=CC=C1)C)N (3-((1H-tetrazol-5-yl)methyl)phenyl)-4-((2-methyl-4-(6-methylpyridin-2-yl)thiazol-5-yl)oxy)pyridin-2-amine